C(C(C)(C)C)OC1=NN(C=C1)C(C)=O 1-(3-(neopentyloxy)-1H-pyrazol-1-yl)ethan-1-one